methyl (S)-7-((9,9-difluoro-5-methyl-9H-fluorene-3-carbonyl)glycyl)-1,4-dioxa-7-azaspiro[4.4]nonane-8-carboxylate FC1(C2=CC=CC(=C2C=2C=C(C=CC12)C(=O)NCC(=O)N1CC2(OCCO2)C[C@H]1C(=O)OC)C)F